[(3S)-3-pyrazin-2-ylisoxazolidin-2-yl]-[1-(4-thiazol-2-yl-1,3,5-triazin-2-yl)-4-piperidyl]methanone N1=C(C=NC=C1)[C@H]1N(OCC1)C(=O)C1CCN(CC1)C1=NC=NC(=N1)C=1SC=CN1